4-(3-(4-((cyclopropylmethyl)amino)piperidin-1-yl)propoxy)-7H-furo[3,2-g]chromen-7-one C1(CC1)CNC1CCN(CC1)CCCOC1=C2C=CC(OC2=CC2=C1C=CO2)=O